C(C)(=O)N1CCN(CC1)C1=CC=C(C=N1)NC(=N)N 1-(6-(4-acetylpiperazin-1-yl)pyridin-3-yl)guanidine